ONC1(C(=NNC1=O)C=1C=NC=CC1)C 4-(hydroxyamino)-4-methyl-3-(pyridin-3-yl)-4,5-dihydro-1H-pyrazol-5-one